2-[3-(4-benzo[d]isothiazol-3-yl-piperazin-1-yl)-propoxy]-thiazole-4-carbonitrile S1N=C(C2=C1C=CC=C2)N2CCN(CC2)CCCOC=2SC=C(N2)C#N